2-[1-(3-cyano-5-fluorophenyl)pyrazol-4-yl]propanoic acid C(#N)C=1C=C(C=C(C1)F)N1N=CC(=C1)C(C(=O)O)C